FC1=CC=C(C(=O)N2C(C=3N(CC2)C(=NC3C(=O)N3CCOCC3)C3=NC(=NS3)C)C)C=C1 (7-(4-Fluorobenzoyl)-8-methyl-3-(3-methyl-1,2,4-thiadiazol-5-yl)-5,6,7,8-tetraHydroimidazo[1,5-a]pyrazin-1-yl)(morpholinyl)methanone